4-(benzyl-(m-tolyl)amino)-1-(3-(4-chloro-3,5-dimethylphenoxy)propyl)-1H-pyrrole-2-carboxylic acid C(C1=CC=CC=C1)N(C=1C=C(N(C1)CCCOC1=CC(=C(C(=C1)C)Cl)C)C(=O)O)C=1C=C(C=CC1)C